5-(3-chlorophenyl)-1-cyclopropyl-N-((2-(2,6-dioxopiperidin-3-yl)-1-oxoisoindolin-5-yl)methyl)-4-methyl-1H-pyrazole-3-carboxamide ClC=1C=C(C=CC1)C1=C(C(=NN1C1CC1)C(=O)NCC=1C=C2CN(C(C2=CC1)=O)C1C(NC(CC1)=O)=O)C